4-(aminomethyl)-N-(pyridin-2-yl)benzamide NCC1=CC=C(C(=O)NC2=NC=CC=C2)C=C1